tert-butyl ((1r,3r)-3-(4-isopropylpiperazin-1-yl)cyclohexyl)carbamate C(C)(C)N1CCN(CC1)[C@H]1C[C@@H](CCC1)NC(OC(C)(C)C)=O